[N+](=O)([O-])[O-].[NH4+].[Ca].C(#N)/C(/C(=O)NC1=CC=C(C=C1)OC1COC1)=C(\C=1C=NOC1C)/O (Z)-2-cyano-3-hydroxy-3-(5-methylisoxazol-4-yl)-N-[4-(oxetan-3-yloxy)phenyl]prop-2-enamide calcium Ammonium nitrate